ClC=1C=C2C=C(C(NC2=NC1)=O)C=1N=NN(C1)C1=CC=C(C(=O)N(C)C)C=C1 4-[4-(6-chloro-2-oxo-1,2-dihydro-[1,8]naphthyridin-3-yl)-[1,2,3]triazol-1-yl]-N,N-dimethyl-benzamide